N,N-bis(2-ethylhexyl)-6-methyl-1H-benzotriazole-1-methanamine C(C)C(CN(CN1N=NC2=C1C=C(C=C2)C)CC(CCCC)CC)CCCC